(2-((3R,5R,6S)-5-(3-chlorophenyl)-6-(4-chlorophenyl)-3-methyl-1-((2S)-3-methyl-1-(propan-2-ylthioamidino)butan-2-yl)-2-oxopiperidin-3-yl)acetamido)-2-methoxybenzoic acid ClC=1C=C(C=CC1)[C@H]1C[C@](C(N([C@@H]1C1=CC=C(C=C1)Cl)[C@@H](CC(NSC(C)C)=N)C(C)C)=O)(C)CC(=O)NC=1C(=C(C(=O)O)C=CC1)OC